benzyl-ethyl-ammonium bromide [Br-].C(C1=CC=CC=C1)[NH2+]CC